FC1=C(C=C(C=C1)F)[C@@H]1N(CCC1)C=1N=C2C(=CC=NC2=CC1)NCC1=CC=C(C=C1)OC (R)-6-(2-(2,5-difluorophenyl)pyrrolidin-1-yl)-N-(4-methoxybenzyl)-1,5-naphthyridin-4-amine